C(=O)O.O=C1NC(CCC1NC(=O)C=1C=CC2=C(OCC3N2CCNC3)N1)=O N-(2,6-dioxopiperidin-3-yl)-1,2,3,4,4a,5-hexahydropyrazino[1,2-d]pyrido[2,3-b][1,4]oxazine-8-carboxamide formate